COC(=O)C1(C(SC2=CC=CC=C2C1=O)C1=C(C=CC=C1)C)CC=C=CC1=CC=CC=C1 (-)-Methyl-4-oxo-3-(4-phenylbuta-2,3-dien-1-yl)-2-(o-tolyl)thiochromane-3-carboxylate